[Si](C1=CC=CC=C1)(C1=CC=CC=C1)(C(C)(C)C)OC1(CN(CCOC1)C1=NC(=NC(=N1)O[C@@H](C)[C@H]1N(C[C@@H](C1)F)C)C(NO)=N)C([2H])([2H])[2H] 4-(6-((tert-butyldiphenylsilyl)oxy)-6-(methyl-d3)-1,4-oxazepan-4-yl)-6-((S)-1-((2S,4R)-4-fluoro-1-methylpyrrolidin-2-yl)ethoxy)-N-hydroxy-1,3,5-triazine-2-carboximidamide